[[4-(6-hydroxypyrrolo[2,1-f][1,2,4]triazin-4-yl)-2-methyl-phenyl]methyl]carbamate OC=1C=C2C(=NC=NN2C1)C1=CC(=C(C=C1)CNC([O-])=O)C